tert-butyl N-(1-methylcyclopropyl)-N-(1-{8-[1-(oxan-2-yl)pyrazol-4-yl]-6H-isochromeno[3,4-b]pyridin-3-yl}pyrrolidin-3-Yl)carbamate CC1(CC1)N(C(OC(C)(C)C)=O)C1CN(CC1)C1=CC=C2C(=N1)OCC=1C=C(C=CC12)C=1C=NN(C1)C1OCCCC1